IC1=C(C=C(C=C1)O)C1OCCO1 4-iodo-3-(1,3-dioxolan-2-yl)phenol